ClC=1C=C(C#N)C=C(C1)C(C)(C)C1=CC=C(C=C1)OC(C)C1=NC(=NC=C1)Cl 3-chloro-5-(2-(4-(1-(2-chloropyrimidin-4-yl)ethoxy)phenyl)propan-2-yl)benzonitrile